3-(7-acetyl-4-amino-3-((6-chloro-1-cyclopropyl-1H-benzo[d]imidazol-5-yl)ethynyl)-1H-pyrazolo[4,3-c]pyridin-1-yl)pyrrolidin C(C)(=O)C=1C2=C(C(=NC1)N)C(=NN2C2CNCC2)C#CC2=CC1=C(N(C=N1)C1CC1)C=C2Cl